BrC1=CC=2N(C=C1)C(=NN2)C(=O)NC=2C(=NC=C(C2)C(NCCN2C(CCC2)(C)C)=O)C 7-bromo-N-(5-((2-(2,2-dimethylpyrrolidin-1-yl)ethyl)carbamoyl)-2-methylpyridin-3-yl)-[1,2,4]triazolo[4,3-a]pyridine-3-carboxamide